FC=1C(=NC(=NC1)NC1=CC(=CC=C1)OCCN1CCOCC1)N[C@H]1CN(CCC1)C(C=C)=O (R)-1-(3-(5-fluoro-2-(3-(2-morpholinoethoxy)phenylamino)pyrimidin-4-ylamino)piperidin-1-yl)prop-2-en-1-one